C(C)(C)(C)OC(=O)C1=CC=C(C=C1)[C@@H]1CN(CC[C@H]1CC1=C2C=CN(C2=C(C=C1C)C)C(=O)OC(C)(C)C)CC1(COC1)F tert-butyl 4-(((3R,4R)-3-(4-(tert-butoxycarbonyl) phenyl)-1-((3-fluorooxetan-3-yl)methyl)piperidin-4-yl)methyl)-5,7-dimethyl-1H-indole-1-carboxylate